C[Si](C1(CC=C(C=C1)[Si](Cl)(C)C)C1=CC=CC=C1C(=O)OOC(C1=CC=CC=C1C1(CC=C(C=C1)[Si](C)(C)Cl)[Si](C)(C)Cl)=O)(Cl)C 1,4-bis(dimethyl-chlorosilyl)benzeneBENZOYLPEROXID